C1(CC1)C=1C=C(N=NC1C1=C(C=C(C=C1)C#C)O)C(C(=O)N)OC (5-cyclopropyl-6-(4-ethynyl-2-hydroxyphenyl)pyridazin-3-yl)-2-methoxyacetamide